NC=1C2=C(N=CN1)N(C(=C2C2=CC=C(C=C2)C(=O)N2CCCC2)[C@H]2CN(CC2)S(=O)(=O)C=C)C (R)-(4-(4-amino-7-methyl-6-(1-(vinylsulfonyl)pyrrolidin-3-yl)-7H-pyrrolo[2,3-d]pyrimidin-5-yl)phenyl)(pyrrolidin-1-yl)methanone